4-(1-(2-methoxybenzyl)-5-(trifluoromethyl)-1H-imidazol-2-yl)benzonitrile COC1=C(CN2C(=NC=C2C(F)(F)F)C2=CC=C(C#N)C=C2)C=CC=C1